C(#N)C=1C=CC(=C(C1)C1=CC(=NC=C1C(=O)NC=1SC=2C(=NC=C(N2)C2CCC(CC2)C#N)N1)C)OC 4-(5-cyano-2-methoxyphenyl)-N-(6-(4-cyanocyclohexyl)thiazolo[4,5-b]pyrazin-2-yl)-6-methylnicotinamide